(R)-3-[2-(2,6-difluoro-4-methoxybenzoyl)-1,2,3,4-tetrahydroisoquinolin-5-yl]-3-(7-methoxy-1-methyl-1H-benzo[d][1,2,3]triazol-5-yl)propionic acid ethyl ester C(C)OC(C[C@H](C1=CC2=C(N(N=N2)C)C(=C1)OC)C1=C2CCN(CC2=CC=C1)C(C1=C(C=C(C=C1F)OC)F)=O)=O